(R)-N-(1-(1-(2,4-bis(trifluoromethyl)phenyl)ethyl)-3-methyl-1H-pyrazol-4-yl)-5-(pyridin-2-yl)isoxazole-3-carboxamide FC(C1=C(C=CC(=C1)C(F)(F)F)[C@@H](C)N1N=C(C(=C1)NC(=O)C1=NOC(=C1)C1=NC=CC=C1)C)(F)F